CC1(OC2C(O1)COC2C(=O)NC2CCN(CC2)C)C 2,2-dimethyl-N-(1-methylpiperidin-4-yl)tetrahydrofurano[3,4-d][1,3]Dioxole-4-carboxamide